(S)-N-hydroxy-4-((isoquinolin-1-ylmethyl)(1-(4-methylpyridin-2-yl)ethyl)amino)butanamide ONC(CCCN([C@@H](C)C1=NC=CC(=C1)C)CC1=NC=CC2=CC=CC=C12)=O